C1=CC=CC=2C3=CC=CC=C3C(C12)COC(=O)N1[C@@H](CC(CC1)=O)C(=O)O (2S)-1-(9H-fluoren-9-yl-methoxycarbonyl)-4-oxopiperidin-2-carboxylic acid